(S)-3-((4-((2-(2-(2-((2,6-dimethylphenyl)amino)-2-oxoacetyl)-4,4-difluoropyrrolidin-1-yl)-2-oxoethyl)carbamoyl)quinolin-6-yl)oxy)-N,N,N-trimethylpropan-1-aminium iodide [I-].CC1=C(C(=CC=C1)C)NC(C(=O)[C@H]1N(CC(C1)(F)F)C(CNC(=O)C1=CC=NC2=CC=C(C=C12)OCCC[N+](C)(C)C)=O)=O